3,5,6-trimethyl-nonane CC(CC)CC(C(CCC)C)C